N[C@H]1CO[C@H]2[C@@H]1OC[C@H]2OCNC(CNC(OCC2=CC=CC=C2)=O)=O benzyl (2-(((((3R,3aS,6S,6aR)-6-aminohexahydrofuro[3,2-b]furan-3-yl)oxy)methyl)-amino)-2-oxoethyl)carbamate